COC1=CC=2C3=C(N(C2C=C1)CC1=CC=C(C=C1)P(OC1=CC=CC=C1)(OC1=CC=CC=C1)=O)C=CC=N3 diphenyl (4-((8-methoxy-5H-pyrido[3,2-b]indol-5-yl)methyl)phenyl)phosphonate